C(C)(C)N1[C@H](CN(CC1)C1=CC=C(C=C1)C=1C=C2C(=NC1)C=C(N2C)C2=CC=C(C=C2)S(=O)(=O)C)C (S)-6-(4-(4-isopropyl-3-methylpiperazin-1-yl)phenyl)-1-methyl-2-(4-(methylsulfonyl)phenyl)-1H-pyrrolo[3,2-b]pyridine